C1(CC1)S(=O)(=O)C1=CC(=NC=C1)CNC(=O)C=1SC(=CN1)C1=NC(=CN=C1)OCC N-[(4-cyclopropanesulfonylpyridin-2-yl)methyl]-5-(6-ethoxypyrazin-2-yl)-1,3-thiazole-2-carboxamide